1-(3-((4-amino-7-(5-(dimethylamino)pentyl)-5-(4-phenoxyphenyl)-7H-pyrrolo[2,3-d]pyrimidin-6-yl)ethynyl)pyrrolidin-1-yl)prop-2-en-1-one NC=1C2=C(N=CN1)N(C(=C2C2=CC=C(C=C2)OC2=CC=CC=C2)C#CC2CN(CC2)C(C=C)=O)CCCCCN(C)C